N-((4-hydroxypiperidin-4-yl)methylene)benzenesulfonamide OC1(CCNCC1)C=NS(=O)(=O)C1=CC=CC=C1